tert-butyl (2S,4R)-4-((tert-butyldimethylsilyl)oxy)-2-(4,5-dichloropyridin-3-yl)pyrrolidine-1-carboxylate [Si](C)(C)(C(C)(C)C)O[C@@H]1C[C@H](N(C1)C(=O)OC(C)(C)C)C=1C=NC=C(C1Cl)Cl